Methyl (2E)-3-(6-fluoro-1-methyl-2-oxo-3H-1,3-benzodiazol-5-yl)prop-2-enoate FC=1C(=CC2=C(N(C(N2)=O)C)C1)/C=C/C(=O)OC